ClC1=CC=C2C(N(C(NC2=C1)=O)CC)=O 7-chloro-3-ethylquinazoline-2,4(1H,3H)-dione